S1C(=C(C(=C1)C(=O)[O-])C(=O)OCC)C=1SC=CC1 ethyl bithiophenedicarboxylate